ClC1=NC(=CC(=C1C)C(=O)OCC)Cl ethyl 2,6-dichloro-3-methylpyridine-4-carboxylate